2,6-difluoropiperidine FC1NC(CCC1)F